(Tert-Butoxycarbonyl)-L-alanine pentyl ester C(CCCC)OC([C@@H](NC(=O)OC(C)(C)C)C)=O